1-methylpropyl nitrate [N+](=O)(OC(CC)C)[O-]